N-((1-((3-((5-ethyl-2-((2-methoxypyridin-4-yl)methoxy)phenyl)sulfonamido)-4-methoxybenzo[d]isoxazol-6-yl)methyl)-1H-pyrazol-4-yl)methyl)-2-fluoroacrylamide C(C)C=1C=CC(=C(C1)S(=O)(=O)NC1=NOC2=C1C(=CC(=C2)CN2N=CC(=C2)CNC(C(=C)F)=O)OC)OCC2=CC(=NC=C2)OC